Cl.FC=1C=C2C3CCC(C2=CC1F)N3 4,5-Difluoro-11-azatricyclo[6.2.1.02,7]undeca-2,4,6-triene hydrochloride